N-((R)-1-(1-(4-((S)-2-amino-2-((S)-spiro[2.5]octan-5-yl)acetamido)-3-fluorophenyl)cyclopropyl)-2-(4-methylpiperazin-1-yl)-2-oxoethyl)propionamide N[C@H](C(=O)NC1=C(C=C(C=C1)C1(CC1)[C@H](C(=O)N1CCN(CC1)C)NC(CC)=O)F)[C@@H]1CC2(CC2)CCC1